dihydro-1H-pyridin-4-ol N1CCC(C=C1)O